1-((2R,3S,4S,5R,6R)-3,4,5-tris(benzyloxy)-6-(benzyloxymethyl)-tetrahydro-2H-pyran-2-yl)propane-1,2-diol C(C1=CC=CC=C1)O[C@@H]1[C@H](O[C@@H]([C@H]([C@@H]1OCC1=CC=CC=C1)OCC1=CC=CC=C1)COCC1=CC=CC=C1)C(C(C)O)O